O=C1C(=C(C=NN1)N[C@H]1[C@@H](C1)COCC(=O)O)C(F)(F)F 2-((trans-2-((6-oxo-5-(trifluoromethyl)-1,6-Dihydropyridazin-4-yl)amino)cyclopropyl)methoxy)acetic acid